3-chloro-5-[(1R)-1-hydroxy-2-[(3S,4S)-3-[(4-methanesulfonylphenoxy)methyl]-4-methylpyrrolidin-1-yl]ethyl]benzonitrile ClC=1C=C(C#N)C=C(C1)[C@H](CN1C[C@H]([C@@H](C1)C)COC1=CC=C(C=C1)S(=O)(=O)C)O